(Z)-1-(3-(2-isopropyl-5-methylphenyl)-4-oxothiazolidine-2-ylidene)-3-(1-(4-(1-(4-(trifluoromethoxy)phenyl)-1H-1,2,4-triazol-3-yl)phenyl)ethoxy)urea C(C)(C)C1=C(C=C(C=C1)C)N1/C(/SCC1=O)=N/C(=O)NOC(C)C1=CC=C(C=C1)C1=NN(C=N1)C1=CC=C(C=C1)OC(F)(F)F